methyl 7-cyclohexyl-1-((2-(trimethylsilyl)ethoxy)methyl)-1H-benzo[d]imidazole-2-carboxylate C1(CCCCC1)C1=CC=CC2=C1N(C(=N2)C(=O)OC)COCC[Si](C)(C)C